trifluoro-[[(5-fluoro-2-methyl-2-methoxy-benzoyl)amino]methyl]borane potassium [K].FC1=C(C(=C(C(C1C(=O)NCB)(OC)C)F)F)F